C1=CC=C(C(=C1)C=CC2(C=CC=CC2(N=C=S)S(=O)(=O)O)N=C=S)S(=O)(=O)O diisothiocyanatodihydro-stilbene-2,2'-disulfonic acid